C1(CCC1)C(C=1C=C(C=CC1)N1C(C2=CC(=CC(=C2C1)C(F)(F)F)CNC1(CCC1)C)=O)(C1=NN=CN1C)OC 2-(3-(cyclobutyl(methoxy)(4-methyl-4H-1,2,4-triazol-3-yl)methyl)phenyl)-6-(((1-methylcyclobutyl)amino)methyl)-4-(trifluoromethyl)isoindolin-1-one